CC([C@H](CN1CCCC1)N)C (R)-3-methyl-1-(pyrrolidin-1-yl)butan-2-amine